BrC1=NC(=CC(=C1)OCCOC)[C@@]1(COCC1)OC (S)-2-bromo-4-(2-methoxyethoxy)-6-(3-methoxytetrahydrofuran-3-yl)pyridine